N\C(\C(=O)OCC)=N/N1C(C2(CCOC2)CC1)=O (Z)-ethyl 2-amino-2-((6-oxo-2-oxa-7-azaspiro[4.4]nonan-7-yl)imino)acetate